N-(4-(dibenzo[b,d]furan-3-yl)phenyl)-1,1,2,2,3,3-hexamethyl-2,3-dihydro-1H-cyclopenta[b]Naphthalen-4-amine C1=CC(=CC=2OC3=C(C21)C=CC=C3)C3=CC=C(C=C3)NC3=C2C(=CC1=CC=CC=C31)C(C(C2(C)C)(C)C)(C)C